5-[4-chloro-6-(4-methylpiperazin-1-yl)pyrimidin-2-yl]-15-methyl-11-thia-6,14,17-triazatetracyclo[8.8.0.0^2,7.0^12,18]octadeca-1(10),2(7),3,5,8,12(18)-hexaen-13-one ClC1=NC(=NC(=C1)N1CCN(CC1)C)C=1C=CC=2C=3C=4NCC(NC(C4SC3C=CC2N1)=O)C